6-(1H-Pyrazol-4-yl)-4-(2-(6-(trifluoromethyl)imidazo[1,2-a]pyrazin-3-yl)pyrimidin-4-yl)piperazin-2-one N1N=CC(=C1)C1CN(CC(N1)=O)C1=NC(=NC=C1)C1=CN=C2N1C=C(N=C2)C(F)(F)F